F[C@H]1[C@@]2(CCC[C@H](C[C@H]1OC=1N=CC(=NC1)C1=C(C=C(C=C1)N1C=NC=C1)O)N2)C 2-(5-(((1S,2S,3R,5R)-2-fluoro-1-methyl-9-azabicyclo[3.3.1]nonan-3-yl)oxy)pyrazin-2-yl)-5-(1H-imidazol-1-yl)phenol